Phenanthridinium chloride [Cl-].C1=CC=CC2=[NH+]C=C3C=CC=CC3=C12